C1(=C=C=C=C1)P(C1=CC=CC=C1)C1=CC=CC=C1 cyclopentadien-1,3-dien-1-yl-(diphenyl)phosphane